methyl (5R)-5-[2,3-dichloro-6-(methoxymethoxy)phenyl]-1-(4-methylbenzenesulfonyl)pyrrolidine-3-carboxylate ClC1=C(C(=CC=C1Cl)OCOC)[C@H]1CC(CN1S(=O)(=O)C1=CC=C(C=C1)C)C(=O)OC